N1(CCNCC1)C1=NNC2=C1NC=1C2=NC=CC1 3-(piperazin-1-yl)-1,4-dihydropyrazolo[3',4':4,5]pyrrolo[3,2-b]pyridine